4-methyl-2,2-ditertiarybutylphenol CC1=CC(C(C=C1)O)(C(C)(C)C)C(C)(C)C